15-hydroxyeicosatetraenoic acid CCCCCC(CCCCC/C=C/C=C/C=C/C=C/C(=O)O)O